BrC=1C=C2C=NN(C2=CC1OC(F)F)C 5-bromo-6-(difluoromethoxy)-1-methyl-1H-indazole